C1(=CC=CC=C1)NC(=O)N1[C@@H]2CS[C@H](C1)C2 (1S,4S)-N-phenyl-2-thia-5-azabicyclo[2.2.1]heptan-5-carboxamide